(imino(methylsulfanyl)methyl)-2,4-dimethylbenzoic acid methyl ester COC(C1=C(C(=C(C=C1)C)C(SC)=N)C)=O